2-(4-methyl-2-(pyrimidin-5-ylamino)thiazol-5-yl)ethanol CC=1N=C(SC1CCO)NC=1C=NC=NC1